(7R,14R)-1-(difluoromethoxy)-11-(4-(dimethylphosphoryl)-3-fluoro-5-methylphenyl)-6-(methyl-d3)-6,7-dihydro-7,14-methanobenzo[f]benzo[4,5]imidazo[1,2-a][1,4]diazocin-5(14H)-one FC(OC1=CC=CC=2C(N([C@H]3C=4N([C@@H](C21)C3)C3=C(N4)C=CC(=C3)C3=CC(=C(C(=C3)C)P(=O)(C)C)F)C([2H])([2H])[2H])=O)F